(4-(3,3-difluoropyrrolidin-1-yl)phenyl)-2-fluoro-6-nitroaniline FC1(CN(CC1)C1=CC=C(C=C1)NC1=C(C=CC=C1[N+](=O)[O-])F)F